1,1-bis(4-hydroxyphenyl)-1-(1-naphthyl)-ethane OC1=CC=C(C=C1)C(C)(C1=CC=CC2=CC=CC=C12)C1=CC=C(C=C1)O